O[C@H]1[C@@H]2[C@H](N([C@H](C1)C2)[C@H](C)C2=CC=CC=C2)C(=O)OCC ethyl (1s,3s,4s,5R)-5-hydroxy-2-[(1R)-1-phenylethyl]-2-azabicyclo[2.2.1]heptane-3-carboxylate